BrC1=CC=C2C(=NN=C(C2=C1)N[C@H](C)C1=C(C(=CC=C1)C(F)(F)F)C)C (R)-7-bromo-4-methyl-N-(1-(2-methyl-3-(trifluoromethyl)phenyl)-ethyl)phthalazin-1-amine